Cl.C(C1=CC=CC=C1)(=O)N1CC(OCC1)CNC(=O)C1CNC1 N-[(4-benzoylmorpholin-2-yl)methyl]azetidine-3-carboxamide hydrochloride